F[B-](F)(F)F.COC=1C=C(C=C(C1OC)OC)[N+]#N 3,4,5-trimethoxyphenyl-diazonium tetrafluoroborate